CC(C)(C#CC(C)(OOC(C)(C)C)C)OOC(C)(C)C 2,5-dimethyl-2,5-bis(tert-butyl-peroxyl)-3-hexyne